OC1CC2N3CC(C(CC3C1)C2)=O endo-hexahydro-8-hydroxy-2,6-methylene-2H-quinolizin-3(4H)-one